C(C)(C)(C)C1[C@](N(CC[C@H]1C(=O)O)C(=O)O)(C)C(C)(C)C Di-tert-butyl-(2R,4R)-2-methylpiperidine-1,4-dicarboxylic acid